ClC1=C(C=C(C=C1)C1=CN(C2=NC(=CC=C21)C(=O)N2C(CN(CC2)C2=NC(=C(C(=O)O)C(=C2)C)C)(C)C)CC2=NC=C(C=C2)C)F 6-(4-(3-(4-chloro-3-fluorophenyl)-1-((5-methylpyridin-2-yl)methyl)-1H-pyrrolo[2,3-b]pyridine-6-carbonyl)-3,3-dimethylpiperazin-1-yl)-2,4-dimethylnicotinic acid